NC1=NC(=C(C=C1C1=CC=C2C(NC(=NC2=C1)C)=O)C1=CC(=C(C=C1)N1C[C@H](O[C@H](C1)C)C)CN(C)C)F 7-(2-amino-5-(3-((dimethylamino)methyl)-4-((2R,6S)-2,6-dimethylmorpholino)phenyl)-6-fluoropyridin-3-yl)-2-methylquinazolin-4(3H)-one